chloro(2-dicyclohex-ylphosphino-2',4',6'-triisopropyl-1,1'-biphenyl) ClC=1C(=C(C=CC1)C1=C(C=C(C=C1C(C)C)C(C)C)C(C)C)P(C1CCCCC1)C1CCCCC1